BrCCC=CC=CCCCCCCCCCCC 1-bromo-3,5-heptadecadiene